(5s,8s)-8-(8'-chloro-4'H,6'H-spiro[1,3-dioxolane-2,5-[1,2,4]triazolo[4,3-a][1]benzazepin]-1'-yl)-2-(propan-2-yl)-2-azaspiro[4.5]decan-1-one ClC=1C=CC2=C(CC3(CC=4N2C(=NN4)C4CCC2(CCN(C2=O)C(C)C)CC4)OCCO3)C1